ethyl (3-fluoro-n-propyl) ether FCCCOCC